NC1=NC=CC=C1C1=NC=2C(=NC(=CC2)C2=CC=CC=C2)N1C1=CC=C(C=C1)NC(=O)C1CC2(CC(C2)C(=O)O)C1 6-[[4-[2-(2-amino-3-pyridyl)-5-phenyl-imidazo[4,5-b]pyridin-3-yl]phenyl]carbamoyl]spiro[3.3]heptane-2-carboxylic acid